COC1=CC=C(CN(S(=O)(=O)C2=C(C=CC(=C2C=2N=NN(N2)CC2=CC=C(C=C2)OC)C2=CC=CC3=C2N=C(S3)C#N)S(=O)(=O)CCNC(OC(C)(C)C)=O)CC3=CC=C(C=C3)OC)C=C1 tert-butyl (2-((2-(N,N-bis(4-methoxybenzyl)sulfamoyl)-4-(2-cyanobenzo[d]thiazol-4-yl)-3-(2-(4-methoxybenzyl)-2H-tetrazol-5-yl)phenyl)sulfonyl)ethyl)carbamate